N1=C(Cl)N=C(Cl)N=C1Cl.[Li] lithium compound with cyanuric chloride